The molecule is a monounsaturated epoxy fatty acid composed of cis-9-octadecenoic acid having a 12,13-epoxy group. It has a role as a plant metabolite. It is an epoxy fatty acid, a monounsaturated fatty acid, a long-chain fatty acid and an epoxyoctadecenoic acid. It derives from an octadec-9-enoic acid. It is a conjugate acid of a vernolate. CCCCCC1C(O1)C/C=C\\CCCCCCCC(=O)O